C1(CC1)C=1C(=C2C=NNC2=CC1)CNC(C1=CC(=C(C=C1)C(F)(F)F)F)=O N-((5-cyclopropyl-1H-indazol-4-yl)methyl)-3-fluoro-4-(trifluoromethyl)benzamide